FC1=CC2=C(SC=C2)C=C1 5-fluorobenzo[b]thiophene